BrC1=CSC=C1OCC1=CC=C(C=C1)COC 3-bromo-4-[4-(methoxymethyl)benzyloxy]thiophene